C1(CCC1)NC1=CC(=NC(=N1)C)C(=O)N1CCC(CC1)N1CC2=CC=CC=C2CC1 (6-(Cyclobutylamino)-2-methylpyrimidin-4-yl)(4-(3,4-dihydroisoquinolin-2(1H)-yl)piperidin-1-yl)methanone